3-methyl-4-carboxythiophene CC1=CSC=C1C(=O)O